BrC=1C=CC(=NC1)CNC(=O)C1N(CCN(C1)C=1C=2C(N=CN1)=NN(C2)C2=CC=C(C=C2)C)C N-((5-bromopyridin-2-yl)methyl)-1-methyl-4-(2-(p-tolyl)-2H-pyrazolo[3,4-d]pyrimidin-4-yl)piperazine-2-carboxamide